N-[1-(2-fluorophenyl)-4,5,6,7-tetrahydro-1H-indazol-4-yl]-1,3-thiazole-4-carboxamide FC1=C(C=CC=C1)N1N=CC=2C(CCCC12)NC(=O)C=1N=CSC1